OC(CNC1=C(C2=C(C(OC(C2)(C)C)(C)C)S1)C(=O)N)C(C)(C)C 2-(2-hydroxy-3,3-dimethylbutylamino)-5,5,7,7-tetramethyl-5,7-dihydro-4H-thieno[2,3-c]pyran-3-carboxamide